1-[2-cyano-4-(trifluoromethyl)phenyl]-4-[6-(2-cyclopropoxyphenyl)pyridin-3-yl]-N-[(3R)-1-methylpyrrolidin-3-yl]piperidine-4-carboxamide C(#N)C1=C(C=CC(=C1)C(F)(F)F)N1CCC(CC1)(C(=O)N[C@H]1CN(CC1)C)C=1C=NC(=CC1)C1=C(C=CC=C1)OC1CC1